CCC(CC(CCC=CCC)=O)=O undec-8-ene-3,5-dione